CO[Si]1(OC(COCCC1)CN1CCN(CC1)C)OC 2,2-dimethoxy-8-(4-methylpiperazino)methyl-1,6-dioxa-2-silacyclooctane